(R)-8-(benzyloxy)-5-(1-hydroxy-2-(4-(4-methylbenzyl)piperazin-1-yl)ethyl)quinoline C(C1=CC=CC=C1)OC=1C=CC(=C2C=CC=NC12)[C@H](CN1CCN(CC1)CC1=CC=C(C=C1)C)O